C(CCC)OC(C(C(=O)OCCCC)(CC1=CC=CC=C1)CC1=CC=CC=C1)=O dibenzyl-malonic acid dibutyl ester